methyl 5-amino-2,4-dihydroxybenzoate NC=1C(=CC(=C(C(=O)OC)C1)O)O